OC1(CC(C1)(C#N)C)C1=CC=2C(=NC(=CC2)C=2C=C3C(=NC2)N(N=N3)C)S1 3-hydroxy-1-methyl-3-(6-(3-methyl-3H-[1,2,3]triazolo[4,5-b]pyridin-6-yl)thieno[2,3-b]pyridin-2-yl)cyclobutanecarbonitrile